2-[1-[6-Methyl-2-(4-methylindazol-1-yl)-4-oxo-chromen-8-yl]ethylamino]benzoic acid CC=1C=C2C(C=C(OC2=C(C1)C(C)NC1=C(C(=O)O)C=CC=C1)N1N=CC2=C(C=CC=C12)C)=O